tert-butyl (3E)-2-oxo-3-(2-oxoethylidene)pyrrolidine-1-carboxylate O=C/1N(CC\C1=C/C=O)C(=O)OC(C)(C)C